O[C@@H](C(=O)N1CC2=C(N=C(NC2=O)C2(CC2)C2=CC=CC=C2)CC1)C=1C=C(C=CC1)C1=CC(=CC=C1)C(C)C (R)-6-(2-hydroxy-2-(3'-isopropyl-[1,1'-biphenyl]-3-yl)acetyl)-2-(1-phenylcyclopropyl)-5,6,7,8-tetrahydropyrido[4,3-d]pyrimidin-4(3H)-one